CC(CC1C(=O)OC(C1)=O)=C (2-Methyl-2-propenyl)succinic anhydride